C(C)OC1=C(C=CC=C1)B(O)O (2-Ethoxyphenyl)boronic acid